BrCC1(COP(OC1)(OC)=O)CBr 5,5-di(bromomethyl)-2-methoxy-1,3,2-dioxaphosphorinane-2-oxide